Cl.CC1=CC=C(C=C1)S(=O)(=O)OC[C@@H]1CN(CCC1)C [(3S)-1-methyl-3-piperidyl]methyl 4-methylbenzenesulfonate hydrochloride salt